C(C)P(CCCCS(=O)(=O)O)CC 4-(diethylphosphino)butane-1-sulfonic acid